5-(5-{[(Benzylcarbamoyl)amino]methyl}-2-{[(3R)-3-methyl-3,4-dihydroisoquinolin-2(1H)-yl]carbonyl}phenyl)-N-(4-hydroxyphenyl)-N,1,2-trimethyl-1H-pyrrole-3-carboxamide C(C1=CC=CC=C1)NC(=O)NCC=1C=CC(=C(C1)C1=CC(=C(N1C)C)C(=O)N(C)C1=CC=C(C=C1)O)C(=O)N1CC2=CC=CC=C2C[C@H]1C